NC=1C=2N(C=CN1)C(=NC2C2=C(C=C(C=C2)NC(C(O)C2=CC(=CC=C2)F)=O)C)C N-(4-(8-amino-3-methylimidazo[1,5-a]pyrazin-1-yl)-3-methylphenyl)-2-(3-fluorophenyl)-2-hydroxyacetamide